C(C)(C)(C)OC(N[C@H](C(=O)NCC1=CC=C(C=C1)C1=CC(=C(C=C1)Cl)Cl)CCC)=O (S)-(1-(((3',4'-dichloro-[1,1'-biphenyl]-4-yl)methyl)amino)-1-oxopent-2-yl)carbamic acid tert-butyl ester